tin-copper-nickel [Ni].[Cu].[Sn]